BrCCCCCCC=1C=C(C=C(C1)C1=CC=CC=C1)C1=CC=CC=C1 5'-(6-bromohexyl)-1,1':3',1''-terphenyl